N-(6-((1H-pyrazol-1-yl)methyl)-5-chloro-4-methoxybenzo[d]isoxazol-3-yl)-4-((tert-butyldimethylsilyl)oxy)-7-methoxychroman-8-sulfonamide N1(N=CC=C1)CC1=CC2=C(C(=NO2)NS(=O)(=O)C=2C(=CC=C3C(CCOC23)O[Si](C)(C)C(C)(C)C)OC)C(=C1Cl)OC